4,6-dichloropyridine-3-carbonitrile ClC1=C(C=NC(=C1)Cl)C#N